BrC=1C=NC=2N(C1)N=C(C2)C(=O)N2C[C@@H]([C@H](CC2)N2CC1=CC=CC=C1CC2)O (6-bromopyrazolo[1,5-a]pyrimidin-2-yl)[(3S,4S)-4-(3,4-dihydroisoquinolin-2(1H)-yl)-3-hydroxypiperidin-1-yl]methanone